5-(4-cyclohexylphenyl)-3-(3,3-difluoropyrrolidine-1-carbonyl)pyrazolo[1,5-a]pyrimidin-7(4H)-one C1(CCCCC1)C1=CC=C(C=C1)C=1NC=2N(C(C1)=O)N=CC2C(=O)N2CC(CC2)(F)F